C1(CCCCC1)C1=CC(=CC(N1O)=O)C 6-Cyclohexyl-1-hydroxy-4-methyl-2(1H)-pyridone